OC1(CCC(CC1)=O)C(F)(F)F 4-hydroxy-4-(trifluoromethyl)cyclohexan-1-one